tert-butyl 3-((1-(3,5-difluorophenyl)-4-oxobutyl)carbamoyl)-3-hydroxyazetidine-1-carboxylate FC=1C=C(C=C(C1)F)C(CCC=O)NC(=O)C1(CN(C1)C(=O)OC(C)(C)C)O